S(=O)(=O)(O)CCCOC(C(=C)C)=O.C(C)N1CN(C=C1)C 1-ethyl-3-methylimidazole (3-sulfopropyl)methacrylate